tri-thioether S1SSO1